FC1=C(C(=O)N([C@H]2CNCCC2)C2=NC=CC3=CC=CC(=C23)C)C=CC(=C1)NC1=NC=CC(=N1)N1CC(NCC1)=O (R)-2-fluoro-N-(8-methylisoquinolin-1-yl)-4-((4-(3-oxopiperazin-1-yl)pyrimidin-2-yl)amino)-N-(piperidin-3-yl)benzamide